1,4-diethoxy-1,4-dioxobutane C(C)OC(CCC(=O)OCC)=O